NC1=NC=CC(=C1)C1=CC=C2CC(NC2=C1)=O 6-(2-aminopyridin-4-yl)indolin-2-one